6-(2-carboxy-4-{[(2,5-dioxopyrrolidin-1-yl)oxy]carbonyl}phenyl)-1,2,2,10,10,11-hexamethyl-4-(sulfomethyl)-8-(sulfonatomethyl)-2,10-dihydro-1H-13-oxa-1,11-diazapentacen-11-ium C(=O)(O)C1=C(C=CC(=C1)C(=O)ON1C(CCC1=O)=O)C=1C=2C=C3C(=CC(N(C3=CC2OC2=CC3=[N+](C(C=C(C3=CC12)CS(=O)(=O)[O-])(C)C)C)C)(C)C)CS(=O)(=O)O